tert-butyl 1-(5-((4-iodobenzyl)oxy)-2,3-dihydro-1H-inden-1-yl)-azetidine-3-carboxylate IC1=CC=C(COC=2C=C3CCC(C3=CC2)N2CC(C2)C(=O)OC(C)(C)C)C=C1